C1(CC1)N1C(=NN=C1)C1=CC=CC(=N1)N1C(C2=CC(=CC=C2C1)C=1C=NC(=CC1)C1CC1)=O 2-(6-(4-cyclopropyl-4H-1,2,4-triazol-3-yl)pyridin-2-yl)-6-(6-cyclopropylpyridin-3-yl)isoindolin-1-one